tert-butyl N-[2-[[5-(N-cyclopropyl-S-methyl-sulfonimidoyl)benzofuran-2-carbonyl]amino]-4-(4-fluorophenyl)phenyl]carbamate C1(CC1)N=S(=O)(C)C=1C=CC2=C(C=C(O2)C(=O)NC2=C(C=CC(=C2)C2=CC=C(C=C2)F)NC(OC(C)(C)C)=O)C1